N1=C(N=C2NCCN3C2=C1C=C3)N 5,6-dihydro-4H-pyrrolo[3,2,1-de]pteridin-2-amine